FC(C(NC)C1=NC=C(C=C1)C(F)(F)F)F 2,2-difluoro-N-methyl-1-(5-(trifluoromethyl)pyridin-2-yl)ethan-1-amine